N-(3-(6-(6-(Difluoromethyl)imidazo[1,2-b]pyridazin-3-yl)pyrimidin-4-yl)-5-methylbenzyl)methanesulfonamide FC(C=1C=CC=2N(N1)C(=CN2)C2=CC(=NC=N2)C=2C=C(CNS(=O)(=O)C)C=C(C2)C)F